O1CCNCCCC1 1,4-oxazocane